3α-hydroxy-3-methyl-5α-pregnane-20-one O[C@]1(C[C@@H]2CC[C@H]3[C@@H]4CC[C@H](C(C)=O)[C@]4(CC[C@@H]3[C@]2(CC1)C)C)C